[1,4]dioxino[2,3-f]benzimidazole N1=CNC2=C1C=C1C(=C2)OC=CO1